rac-7-bromo-4-((4-methoxybenzyl)oxy)-2-((1S*,2S*)-2-(4-methylpyrimidin-2-yl)cyclopropyl)quinoline BrC1=CC=C2C(=CC(=NC2=C1)[C@@H]1[C@H](C1)C1=NC=CC(=N1)C)OCC1=CC=C(C=C1)OC |r|